(2-methyl-3-pyridyl)boronic acid CC1=NC=CC=C1B(O)O